C(=O)C=1C=C(C(=O)O)C=CC1 3-formylbenzoic acid